(perchloric acid) cobalt [Co].Cl(=O)(=O)(=O)O